(S)-5-(2-amino-[1,2,4]triazolo[1,5-a]pyridin-7-yl)-N-(6-fluoro-2,3-dihydro-1H-indene-1-yl)-1-methyl-1H-indole-3-carboxamide NC1=NN2C(C=C(C=C2)C=2C=C3C(=CN(C3=CC2)C)C(=O)N[C@H]2CCC3=CC=C(C=C23)F)=N1